COC1=C(C=CC(=C1)C=CC)O 2-methoxy-4-(1-propen-1-yl)-phenol